C(C)(C)(C)C1=NC(=NO1)C12CCC(CC1)(CC2)CN(C(=O)C21CC(C2)(C1)F)C=1C=C(OC(C(=O)O)(C)C)C=CC1 2-(3-(N-((4-(5-(tert-butyl)-1,2,4-oxadiazol-3-yl)bicyclo[2.2.2]octan-1-yl)methyl)-3-fluorobicyclo[1.1.1]pentane-1-carboxamido)phenoxy)-2-methylpropanoic Acid